C(COCCOCCOCCOCCCC)N(CCOCCOCCOCCOCCCC)CCC[Si](OCC)(OCC)OCC N-(3,6,9,12-Tetraoxahexadecyl)-N-(3-(triethoxysilyl)propyl)-3,6,9,12-Tetraoxahexadecan-1-amine